[Cl-].BrCCC[N+](C)(C)C 3-bromopropyltrimethylammonium chloride